CN1C(C=C(C2=CC=CC=C12)N1CCC(CC1)C=1SC=C(N1)C1=CC=C(C=C1)C)=O 1-methyl-4-{4-[4-(4-methylphenyl)-1,3-thiazol-2-yl]piperidin-1-yl}-2-oxo-1,2-dihydroquinoline